2-amino-N-methylethane-1-sulfonamide NCCS(=O)(=O)NC